ClC=1N=NC=C(C1[C@@H](C)OC=1C=C2C(=NNC2=CC1C)C=1C=NC(=C(C1)F)N1CC2(C1)CN(C2)S(=O)(=O)C)Cl (R)-5-(1-(3,5-dichloropyridazin-4-yl)ethoxy)-3-(5-fluoro-6-(6-(methylsulfonyl)-2,6-diazaspiro[3.3]heptan-2-yl)pyridin-3-yl)-6-methyl-1H-indazole